FC1=C(C=CC=C1)[C@]1([C@@H]2CCN(C[C@H]12)C1=NC2=C(NC1)N=C(C=C2)SC2=CC=NC=C2)CN ((1S,6R,7R)-7-(2-fluorophenyl)-3-(6-(pyridin-4-ylthio)-3,4-dihydropyrido[2,3-b]pyrazin-2-yl)-3-azabicyclo[4.1.0]heptan-7-yl)methanamine